6-isobutoxy-4-methylpyridin-3-yl-4-oxo-4,5-dihydro-3H-1-thia-3,5,8-triazaacenaphthylene-2-carboxamide C(C(C)C)OC1=CC(=C(C=N1)N1C2=C(SC=3N=CC=C(NC1=O)C32)C(=O)N)C